2-(3-((1r,3r)-3-methyl-1-(4-methyl-4H-1,2,4-triazol-3-yl)cyclobutyl)phenyl)-6-(((1-methylcyclobutyl)amino)methyl)-4-(trifluoromethyl)isoindolin-1-one CC1CC(C1)(C1=NN=CN1C)C=1C=C(C=CC1)N1C(C2=CC(=CC(=C2C1)C(F)(F)F)CNC1(CCC1)C)=O